3-((2-bromo-5-(hydroxymethyl)phenoxy)methyl)benzaldehyde BrC1=C(OCC=2C=C(C=O)C=CC2)C=C(C=C1)CO